N-(4-methyl-3-(2-((6-methylpyridin-3-yl)amino)-8-oxo-7,8-dihydropyrido[3,4-d]pyrimidin-6-yl)phenyl)-3-(trifluoromethyl)benzamide CC1=C(C=C(C=C1)NC(C1=CC(=CC=C1)C(F)(F)F)=O)C1=CC2=C(N=C(N=C2)NC=2C=NC(=CC2)C)C(N1)=O